5-(cyclobutylmethoxy)-N-((3R,4S)-3-methyl-1-(methylsulfonyl)piperidin-4-yl)-6-(1H-pyrazol-4-yl)-[1,2,4]triazolo[1,5-a]pyridin-2-amine C1(CCC1)COC1=C(C=CC=2N1N=C(N2)N[C@@H]2[C@@H](CN(CC2)S(=O)(=O)C)C)C=2C=NNC2